Cl.FC(C(=O)N(CC1CCNCC1)C1C(C1)C1=CC=C(C=C1)F)(F)F 2,2,2-trifluoro-N-(2-(4-fluorophenyl)cyclopropyl)-N-(piperidin-4-ylmethyl)acetamide Hydrochloride